FC(OC1=CC=CC=2C(N([C@@H]3C(C[C@H](C21)C3)=O)C)=O)F (3S,6R)-7-(difluoromethoxy)-2-methyl-2,3,5,6-tetrahydro-3,6-methanobenzo[c]azocine-1,4-dione